methyl (S)-2-(5,5-difluoro-1-(2-methyl-6-(1-methyl-5-(((3-oxo-4-propyl-3,4-dihydropyrazin-2-yl)oxy)methyl)-1H-1,2,3-triazol-4-yl)pyridin-3-yl)piperidin-3-yl)acetate FC1(C[C@@H](CN(C1)C=1C(=NC(=CC1)C=1N=NN(C1COC1=NC=CN(C1=O)CCC)C)C)CC(=O)OC)F